BrC(=CCO)C1=CC=CC=C1 bromophenyl-allyl alcohol